(S)-1-(1-((5-(4-((4-(2-morpholinoethoxy)phenyl)ethynyl)phenyl)isoxazol-3-yl)methyl)-1H-imidazol-2-yl)ethan-1-ol O1CCN(CC1)CCOC1=CC=C(C=C1)C#CC1=CC=C(C=C1)C1=CC(=NO1)CN1C(=NC=C1)[C@H](C)O